3-chloro-N-[3-(dimethylamino)-propyl]-4-[5-phenyl-1-[4-(trifluoromethyl)-3-pyridyl]pyrrol-2-yl]benzamide hydrochloride Cl.ClC=1C=C(C(=O)NCCCN(C)C)C=CC1C=1N(C(=CC1)C1=CC=CC=C1)C=1C=NC=CC1C(F)(F)F